COC1=C(CN(C=2N=NC(=C(C2)I)C(F)(F)F)CC2=C(C=C(C=C2)OC)OC)C=CC(=C1)OC N,N-bis(2,4-dimethoxybenzyl)-5-iodo-6-(trifluoromethyl)pyridazin-3-amine